4-(3-((5-chloro-2-((1-(1-isopropylpiperidin-4-yl)-3-methyl-1H-pyrazol-4-yl)amino)pyrimidin-4-yl)amino)propyl)-1,4-oxazepan-5-one ClC=1C(=NC(=NC1)NC=1C(=NN(C1)C1CCN(CC1)C(C)C)C)NCCCN1CCOCCC1=O